C(C=C)OC(=O)N1CC(C1)S(=O)(=O)C1=CC=C(OC[C@H]2C[C@H](N(C2)C(=O)OC(C)(C)C)C)C=C1 (2R,4S)-tert-butyl 4-((4-((1-((allyloxy)carbonyl)azetidin-3-yl)sulfonyl)phenoxy)methyl)-2-methylpyrrolidine-1-carboxylate